diazidostilbene-2,2'-disulfonic acid N(=[N+]=[N-])C(=C(C=1C(=CC=CC1)S(=O)(=O)O)N=[N+]=[N-])C=1C(=CC=CC1)S(=O)(=O)O